tert-butyl (2-(5-chloro-7-morpholino-3H-imidazo[4,5-b]pyridin-3-yl)ethyl)(methyl)carbamate ClC1=CC(=C2C(=N1)N(C=N2)CCN(C(OC(C)(C)C)=O)C)N2CCOCC2